CN(C(CN1N=CC(=C1)C1=CC=CC(=N1)C(=O)NC1=CC(=NN1C1=NC=C(C=C1)C)C1CCN(CC1)C(C)C)=O)C 6-(1-(2-(dimethylamino)-2-oxoethyl)-1H-pyrazol-4-yl)-N-(3-(1-isopropylpiperidin-4-yl)-1-(5-methylpyridin-2-yl)-1H-pyrazol-5-yl)picolinamide